Dimethylaminomethyl-6-methoxyphenol CN(C)CC1=C(C(=CC=C1)OC)O